CN(CC(=O)NC1CCOCC1)C=1C2=C(N=C(N1)C1=NC=CC=C1)CCC2 2-{methyl[2-(pyridin-2-yl)-5H,6H,7H-cyclopenta[d]pyrimidin-4-yl]amino}-N-(oxan-4-yl)acetamide